4-morpholino-6-[(2S)-2-(2-thienylmethyl)azepan-1-yl]-1H-pyridin-2-one O1CCN(CC1)C1=CC(NC(=C1)N1[C@@H](CCCCC1)CC=1SC=CC1)=O